6-{[ethyl(methyl)carbamoyl]amino}-4-{[3-methoxy-4-(2-methyl-2H-1,2,3-triazol-4-yl)pyridin-2-yl]amino}-N-(2H3)methylpyridazine-3-carboxamide C(C)N(C(=O)NC1=CC(=C(N=N1)C(=O)NC([2H])([2H])[2H])NC1=NC=CC(=C1OC)C1=NN(N=C1)C)C